N-tert-butoxycarbonyl-O-tert-butyl-L-seryl-glycine C(C)(C)(C)OC(=O)N[C@@H](COC(C)(C)C)C(=O)NCC(=O)O